N-[[2-(3-chloro-4-methyl-phenyl)-4-formyl-pyrimidin-5-yl]methyl]-1-fluoro-cyclopropanecarboxamide ClC=1C=C(C=CC1C)C1=NC=C(C(=N1)C=O)CNC(=O)C1(CC1)F